1-(5-(4-(3-(4-aminopiperidin-1-yl)-3-oxopropyl)piperazin-1-yl)-2-methoxyphenyl)dihydropyrimidine-2,4(1H,3H)-dione NC1CCN(CC1)C(CCN1CCN(CC1)C=1C=CC(=C(C1)N1C(NC(CC1)=O)=O)OC)=O